CSCOC[C@@H]1CC[C@H](CO1)NC([O-])=O ((3R,6S)-6-(((methylthio)methoxy) Methyl)tetrahydro-2H-pyran-3-yl)carbamate